maleic acid mono-(2-acryloyloxy-ethyl) ester C(C=C)(=O)OCCOC(\C=C/C(=O)O)=O